C(C=C)(=O)NCC[N+](CC1=CC=CC=C1)(C)C acrylamidooxyethyl-dimethylbenzyl-ammonium